5-(N,N-Dimethylsulfamoyl)-N-(5-methylthiazol-2-yl)-2-(pyrrolidin-1-yl)benzamide CN(S(=O)(=O)C=1C=CC(=C(C(=O)NC=2SC(=CN2)C)C1)N1CCCC1)C